C(C)OC(CCC(=O)N1CC2=CC=C(C=C2C1)OC)=O 4-(5-Methoxyisoindolin-2-yl)-4-oxobutanoic acid ethyl ester